FC1(OC2=C(O1)C=CC(=C2)C=O)F 2,2-difluoro-1,3-benzodioxole-5-formaldehyde